(8-{[2-(4-Bromophenyl)imidazo[1,2-a]pyridin-3-yl]methyl}-3,8-diazabicyclo[3.2.1]oct-3-yl)-(3-methoxyphenyl)methanone BrC1=CC=C(C=C1)C=1N=C2N(C=CC=C2)C1CN1C2CN(CC1CC2)C(=O)C2=CC(=CC=C2)OC